4-chloro-2-((2,4-di-chlorophenylimino)meth-yl)phenyl isobutyrate C(C(C)C)(=O)OC1=C(C=C(C=C1)Cl)C=NC1=C(C=C(C=C1)Cl)Cl